N-(3-(5-(2-aminopyrimidin-4-yl)-2-(tert-butyl)thiazol-4-yl)-2,4-difluorophenyl)-4-fluoro-2-(trifluoromethyl)benzenesulfonamide NC1=NC=CC(=N1)C1=C(N=C(S1)C(C)(C)C)C=1C(=C(C=CC1F)NS(=O)(=O)C1=C(C=C(C=C1)F)C(F)(F)F)F